C(C)N(CCC1=CC(=C2CCN(C(C2=C1)=O)CC=1C=NC(=C(C1)OC)F)C=1C(=NC(=CC1)F)C)C 7-(2-(ethyl(methyl)amino)ethyl)-5-(6-fluoro-2-methylpyridin-3-yl)-2-((6-fluoro-5-methoxypyridin-3-yl)methyl)-3,4-dihydroisoquinolin-1(2H)-one